4'-(((2-(2,6-dioxopiperidin-3-yl)-1,3-dioxoisoindolin-5-yl)amino)methyl)-N-((1R,3R)-3-((5-propylpyrazolo[1,5-a]pyrimidin-7-yl)amino)cyclopentyl)-[1,1'-biphenyl]-4-carboxamide O=C1NC(CCC1N1C(C2=CC=C(C=C2C1=O)NCC1=CC=C(C=C1)C1=CC=C(C=C1)C(=O)N[C@H]1C[C@@H](CC1)NC1=CC(=NC=2N1N=CC2)CCC)=O)=O